C12CNCC(CC1)N2C2=NC=1CCN(CC1C=C2)C(=O)C2=CC=CC=C2 (2-(3,8-diazabicyclo[3.2.1]octan-8-yl)-7,8-dihydro-1,6-naphthyridin-6(5H)-yl)(phenyl)methanone